CC1=CC=C(C=C1)S(=O)(=O)O.FC1=C(C=CC(=C1)F)S(=O)(=O)NC=1C(=NC=C(C1)C=1C=C2C(=NC=NC2=CC1)N1CCN(CC1)C(\C=C\C(C)=O)=O)OC (E)-2,4-difluoro-N-(2-methoxy-5-(4-(4-(4-oxopent-2-enoyl)piperazine-1-yl)quinazolin-6-yl)pyridin-3-yl)benzenesulfonamide p-toluenesulfonate salt